((5,7-difluoro-2-methyl-1H-benzo[d]imidazol-6-yl)oxy)-2-(1-(tetrahydro-2H-pyran-2-yl)-1H-pyrazol-4-yl)quinoxaline FC1=CC2=C(NC(=N2)C)C(=C1OC=1C(=NC2=CC=CC=C2N1)C=1C=NN(C1)C1OCCCC1)F